OCN(C(C)=O)CNC(C)=O N-hydroxymethyl-N,N'-methylenediacetamide